[NH4+].C(=C)C(CCC=CCCCCCCC)CCCCCC 12-vinyl-8-octadecene ammonium